2-chloro-4-((3-(1-(cyanomethyl)-3-(trifluoromethyl)-1H-pyrazol-4-yl)imidazo[1,2-a]pyrazin-8-yl)amino)benzamide formate C(=O)O.ClC1=C(C(=O)N)C=CC(=C1)NC=1C=2N(C=CN1)C(=CN2)C=2C(=NN(C2)CC#N)C(F)(F)F